(3S)-5-hydroxy-3-(6-methoxypyrazin-2-yl)isoxazolidine-2-carboxylic acid tert-butyl ester C(C)(C)(C)OC(=O)N1OC(C[C@H]1C1=NC(=CN=C1)OC)O